NCCCCNCC(=O)O N-(4-AMINOBUTYL)-GLYCINE